OCCOCCOCCOCCOCC(COCCCCCCCC(=O)OC\C=C/CCCCCC)OCCC(CCC[C@@H](CCC[C@@H](CCCC(C)C)C)C)C [(Z)-non-2-enyl] 8-[3-[2-[2-[2-(2-hydroxyethoxy)ethoxy]ethoxy]ethoxy]-2-[(7R,11R)-3,7,11,15-tetramethylhexadecoxy]propoxy]octanoate